OC1C(OCC(C1O)O)C(=O)[O-] 3,4,5-trihydroxytetrahydro-2H-pyran-2-carboxylate